NC1=C(O[C@@H]2[C@H](CCCC2)O)C=C(C=C1)F (1S,2S)-2-(2-amino-5-fluoro-phenoxy)cyclohexanol